(1R)-5-{2-[6-(2,2-difluoro-2-phenyl-ethoxy)-hexylamino]-1-hydroxy-ethyl}-8-hydroxy-1H-quinolin-2-one FC(COCCCCCCNC[C@H](O)C1=C2C=CC(NC2=C(C=C1)O)=O)(C1=CC=CC=C1)F